phenyl-azomalononitrile C1(=CC=CC=C1)N=NC(C#N)C#N